3-(2-(4-Fluorophenyl)-4-oxothiazolidin-3-yl)-4-methylbenzoic acid methyl ester COC(C1=CC(=C(C=C1)C)N1C(SCC1=O)C1=CC=C(C=C1)F)=O